4,6-Dimethoxy-pyrimidin-2-amine COC1=NC(=NC(=C1)OC)N